C(C)(C)(C)[O-].[K+] Kalium tert.-butanolat